[N+](=O)([O-])C=1C=C(C=CC1)CCC(=O)O 3-(3-nitrophenyl)propanoic acid